5-(4-fluorophenyl)oxazol-2-amine FC1=CC=C(C=C1)C1=CN=C(O1)N